N2-((R)-1-cyclopropylethyl)-N4-(1-methoxypropan-2-yl)-6-(6-(trifluoromethyl)pyridin-2-yl)-1,3,5-triazine-2,4-diamine C1(CC1)[C@@H](C)NC1=NC(=NC(=N1)NC(COC)C)C1=NC(=CC=C1)C(F)(F)F